BrC1=CC=C(OCC2(CN(CC2)C(=O)C2=CC=C(C=C2)OC)C(C(F)(F)F)O)C=C1 (3-((4-bromophenoxy)methyl)-3-(2,2,2-trifluoro-1-hydroxyethyl)pyrrolidin-1-yl)(4-methoxyphenyl)methanone